(R)-3-Amino-1-(4-((R)-3-(dimethylamino)pyrrolidin-1-yl)-2,3-difluorophenyl)pyrrolidin-2-one hydrochloride Cl.N[C@H]1C(N(CC1)C1=C(C(=C(C=C1)N1C[C@@H](CC1)N(C)C)F)F)=O